N-((1S,3S)-3-(3-(5-chloro-4-(5,5-dimethyl-5,6-dihydro-4H-pyrrolo[1,2-b]pyrazol-3-yl)pyridin-2-yl)ureido)cyclopentyl)acetamide ClC=1C(=CC(=NC1)NC(N[C@@H]1C[C@H](CC1)NC(C)=O)=O)C1=C2N(N=C1)CC(C2)(C)C